N1(CCCCC1)CC1=CC=C(O1)C=1C=C2C(=CN(C2=CC1)C1OCCCC1)C(=O)NC1=CC=NC=C1 5-(5-(piperidine-1-ylmethyl)furan-2-yl)-N-(pyridine-4-yl)-1-(tetrahydro-2H-pyran-2-yl)-1H-indole-3-carboxamide